2-(4-Methoxyphenyl)-3-(methylamino)imidazo[1,2-a]pyridine-7-carbonitrile COC1=CC=C(C=C1)C=1N=C2N(C=CC(=C2)C#N)C1NC